C(C)C1=C(OC=2C=CC(=C(C2)CO)N2C[C@H](CC2)OC2=NC=CC=C2C)C=CC=C1 (S)-(5-(2-ethylphenoxy)-2-(3-(3-methylpyridin-2-yloxy)pyrrolidin-1-yl)phenyl)methanol